C[Si](OCCC)(OCCC)CC Methylethyldipropoxysilane